3-(5-fluoro-4-(4-methyl-2-(methylamino)thiazol-5-yl)pyrimidin-2-ylamino)-benzenesulfonamide tartrate C(=O)(O)C(O)C(O)C(=O)O.FC=1C(=NC(=NC1)NC=1C=C(C=CC1)S(=O)(=O)N)C1=C(N=C(S1)NC)C